(S)-1-(6-methoxypyridine-3-yl)-N-methyl-ethane-1-Amine COC1=CC=C(C=N1)[C@H](C)NC